(4-(3-(hydroxy(6-(trifluoromethyl)pyridin-3-yl)methyl)pyridin-2-yl)piperazin-1-yl)prop-2-en-1-one OC(C=1C(=NC=CC1)N1CCN(CC1)C(C=C)=O)C=1C=NC(=CC1)C(F)(F)F